COC1=CC(=C2C(=C1)OC3=C(C=C(C(=C3C2=O)O)C4=C5C(=C(C(=C4O)[C@H]6[C@@H]([C@H]([C@@H]([C@H](O6)CO)O)O)O)O)C(=O)C=C(O5)C7=CC(=C(C=C7)O)O)O)O The molecule is a ring assembly that is a dimer obtained by coupling between 1,5,8-trihydroxy-3-methoxy-9H-xanthen-9-one and C-glycosylated 5,7,3',4'-tetrahydroxyflavone. Isolated from Swertia franchetiana, it exhibits anti-HIV activity. It has a role as a metabolite, a HIV-1 reverse transcriptase inhibitor and an EC 6.5.1.1 [DNA ligase (ATP)] inhibitor. It is a member of xanthones, a tetrahydroxyflavone, a C-glycosyl compound and a biaryl.